N1C=CC2=C(C=CC=C12)C[C@@H](C(=O)O)N (2S)-3-(indol-4-yl)-2-(amino)propanoic acid